ethylmaleic, anhydride C(C)/C=1/C(=O)OC(\C1)=O